1-((R)-1-(4-(8-(but-3-en-1-yloxy)-[1,2,4]triazolo[1,5-a]pyrazin-6-yl)-5-methoxypyridin-2-yl)ethyl)-1-ethyl-3-((R)-1-(methylsulfonyl)hex-5-en-3-yl)urea C(CC=C)OC=1C=2N(C=C(N1)C1=CC(=NC=C1OC)[C@@H](C)N(C(=O)N[C@@H](CCS(=O)(=O)C)CC=C)CC)N=CN2